methyl (S)-2-acetylamino-3-phenylpropionate C(C)(=O)N[C@H](C(=O)OC)CC1=CC=CC=C1